3-(4-amino-5-{3-fluoro-4-[(4-methylpyrimidin-2-yl)oxy]phenyl}-7-methyl-5H-pyrrolo[3,2-d]pyrimidin-6-yl)piperidine-1-carboxylic acid tert-butyl ester C(C)(C)(C)OC(=O)N1CC(CCC1)C1=C(C=2N=CN=C(C2N1C1=CC(=C(C=C1)OC1=NC=CC(=N1)C)F)N)C